3-(((7-(2-aminopyrimidin-4-yl)-2,3-dihydrofuro[3,2-c]pyridin-4-yl)amino)methyl)-N-(5-((4-methylpiperazin-1-yl)methyl)pyridin-2-yl)benzamide NC1=NC=CC(=N1)C=1C2=C(C(=NC1)NCC=1C=C(C(=O)NC3=NC=C(C=C3)CN3CCN(CC3)C)C=CC1)CCO2